(2S,3S,4S,5R,6S)-2-((allyloxy)carbonyl)-6-(2-(aminomethyl)-4-(hydroxymethyl)phenoxy)tetrahydro-2H-pyran-3,4,5-triyl triacetate C(C)(=O)O[C@@H]1[C@H](O[C@H]([C@@H]([C@H]1OC(C)=O)OC(C)=O)OC1=C(C=C(C=C1)CO)CN)C(=O)OCC=C